hydroxy-4-methylphenylamine ONC1=CC=C(C=C1)C